FC=1C=C2CCCC(C2=C(C1)F)N1C=C(C=2[C@@H](C(CCC12)(F)F)O)S(=O)(=O)C(F)(F)F (4S)-1-(6,8-Difluoro-1,2,3,4-tetrahydronaphthalen-1-yl)-5,5-difluoro-3-((trifluoromethyl)sulfonyl)-4,5,6,7-tetrahydro-1H-indol-4-ol